NC1=C(C=CC(=C1)C(C(F)(F)F)(C(F)(F)F)F)O 2-Amino-4-(perfluoropropan-2-yl)phenol